C(=C)SC=C divinylsulfur